C(CCCCC)[NH3+].[N+](=O)([O-])C1=C(C=CC=C1)S(=O)N[C@@H]([C@@H](C)CC)C(=O)[O-] N-2-nitrobenzenesulfinyl-L-isoleucine hexylammonium salt